C(CCC)SC(C1=CC(=C(OCCN2CCN(CC2)S(=O)(=O)CC2=CC=CC=C2)C=C1)Cl)SCCCC 1-(2-(4-(bis(butylsulfanyl)methyl)-2-chlorophenoxy)ethyl)-4-toluenesulfonylpiperazine